tert-Butyl (2R)-2-amino-3-phenylpropionate N[C@@H](C(=O)OC(C)(C)C)CC1=CC=CC=C1